azacyclododecan-7-carboxylate N1CCCCCC(CCCCC1)C(=O)[O-]